chromium (iii) oxalate C(C(=O)[O-])(=O)[O-].[Cr+3].C(C(=O)[O-])(=O)[O-].C(C(=O)[O-])(=O)[O-].[Cr+3]